(S)-1-(thiophen-2-yl)ethan-1-amine S1C(=CC=C1)[C@H](C)N